4-((1-acetyl-5-(cyclopropylmethyl)-3-((2-(trimethylsilyl)ethoxy)methoxy)-1H-pyrazol-4-yl)methyl)-2-fluoro-N,N-bis(4-methoxybenzyl)benzenesulfonamide C(C)(=O)N1N=C(C(=C1CC1CC1)CC1=CC(=C(C=C1)S(=O)(=O)N(CC1=CC=C(C=C1)OC)CC1=CC=C(C=C1)OC)F)OCOCC[Si](C)(C)C